BrC1=C(OC2=CC3=C(OC4=C3C=CC=C4Cl)C=C2)C=CC=C1OC1=CC=CC=C1 2-(2-bromo-3-phenoxyphenoxy)-6-chlorodibenzo[b,d]furan